NC(C(=O)O)CCC(C)(C)S 2-amino-5-mercapto-5-methylhexanoic acid